ClC1=CC(=CC(=N1)N=C1S(CCCCCC1)(=O)(C)C)CC(F)(F)F ((6-chloro-4-(2,2,2-trifluoroethyl)pyridin-2-yl)imino)dimethyl-λ6-thiocanone